(S)-1,2-Dimethyl-4-((R)-pyrrolidin-3-yl)piperazine CN1[C@H](CN(CC1)[C@H]1CNCC1)C